FC1=C(C(=CC(=C1)F)OCCO)C=1C2=C(C(=NC1C1=NN3C([C@@H](N(CC3)C(C=C)=O)C)=C1)C=1C=C3C=NN(C3=CC1)C)C=CS2 1-((S)-2-((S)-7-(2,4-difluoro-6-(2-hydroxyethoxy)phenyl)-4-(1-methyl-1H-indazol-5-yl)thieno[3,2-c]pyridin-6-yl)-4-methyl-6,7-dihydropyrazolo[1,5-a]pyrazin-5(4H)-yl)prop-2-en-1-one